The molecule is an optically active version of thioproline having D-configuration. It has a role as an antioxidant. It is a thioproline and a D-alpha-amino acid. C1[C@@H](NCS1)C(=O)O